C[C@@]1(COC[C@H](O1)COC1=CC=C(C=C1)C=1C=C(C(NC1C(F)(F)F)=O)C(=O)N)CS(=O)(=O)C 5-(4-(((2s,6r)-6-methyl-6-((methylsulfonyl)methyl)-1,4-dioxan-2-yl)methoxy)phenyl)-2-oxo-6-(trifluoromethyl)-1,2-dihydropyridine-3-carboxamide